C(CCCC)C(CCCN(CCN(CCOC(OC(CCCCCCCCC)CCCCCC)=O)CCO)CC)CCCCC 2-pentylheptyl-3-ethyl-12-hexyl-6-(2-hydroxyethyl)-10-oxo-9,11-dioxa-3,6-diaza-heneicosane